OB1OCC2=C1C(=C(C=C2)C(=O)N[C@@H](C(C)C)C(=O)OCC(F)(F)F)C 2,2,2-trifluoroethyl (1-hydroxy-7-methyl-1,3-dihydrobenzo[c][1,2]oxaborole-6-carbonyl)-L-valinate